(E)-3-[3-Hydroxy-4-[(E)-3-(3-hydroxyphenyl)prop-2-enoyl]phenyl]prop-2-enoic acid OC=1C=C(C=CC1C(\C=C\C1=CC(=CC=C1)O)=O)/C=C/C(=O)O